methyl 2-(chloromethyl)pyridine-4-carboxylate ClCC1=NC=CC(=C1)C(=O)OC